1-methyl-N-(2-methyl-3-phenylbutan-2-yl)-1H-pyrrolo[2,3-b]pyridine-5-carboxamide CN1C=CC=2C1=NC=C(C2)C(=O)NC(C)(C(C)C2=CC=CC=C2)C